(2S,5'R)-7-chloro-4-(difluoromethoxy)-3',6-dimethoxy-5'-methyl-spiro[benzofuran-2,4'-cyclohex-2-ene]-1',3-dione ClC1=C(C=C(C=2C([C@]3(C(=CC(C[C@H]3C)=O)OC)OC21)=O)OC(F)F)OC